ClC=1C=C2C(=C(C(N(C2=NC1C1=C(C=CC=C1)F)C=1C(=NC=CC1CN(C)C)C(C)C)=O)C#N)N1CCN(CC1)C(=O)OC(C)(C)C tert-Butyl 4-(6-chloro-3-cyano-1-(4-((dimethylamino)methyl)-2-isopropylpyridin-3-yl)-7-(2-fluorophenyl)-2-oxo-1,2-dihydro-1,8-naphthyridin-4-yl)piperazine-1-carboxylate